4-(5-Methoxypyridin-2-yl)-N-(5-(tetrahydro-2H-pyran-4-yloxy)pyridin-2-yl)-thiazol-2-amine COC=1C=CC(=NC1)C=1N=C(SC1)NC1=NC=C(C=C1)OC1CCOCC1